C(C)OC1=CC=C(C=C1)C1=CC=CC=C1 4-(4-ethoxyphenyl)benzene